C(C)C1OC(C(O1)=O)(C)C 2-ethyl-5,5-dimethyl-1,3-dioxolane-4-one